C1(CC1)C=1C=C(C=2N(C1)C=C(N2)CN2C(C1=CC=CC=C1C2=O)=O)N2C(CN(CC2)C(=O)OC(C)(C)C)=O tert-butyl 4-(6-cyclopropyl-2-((1,3-dioxoisoindolin-2-yl)methyl)imidazo[1,2-a]pyridin-8-yl)-3-oxopiperazine-1-carboxylate